[Si](C)(C)(C(C)(C)C)OCC=1N=C(C2=CN=C(C(=C2C1CO[Si](C)(C)C(C)(C)C)F)Cl)N1CC2CCC(C1)N2C(=O)OC(C)(C)C tert-butyl 3-[3,4-bis[[tert-butyl(dimethyl)silyl]oxymethyl]-6-chloro-5-fluoro-2,7-naphthyridin-1-yl]-3,8-diazabicyclo[3.2.1]octane-8-carboxylate